ClC1=NC=C(C(=N1)Cl)CN1C(CN(CC1)C(=O)OC(C)(C)C)=O tert-butyl 4-[(2,4-dichloropyrimidin-5-yl)methyl]-3-oxopiperazine-1-carboxylate